8-[(1R,3R,5R)-3-amino-5-methylcyclohexyl]quinoxaline-5-carbonitrile N[C@H]1C[C@@H](C[C@H](C1)C)C1=CC=C(C=2N=CC=NC12)C#N